ClC(=O)N(C1=NC=CC=C1CN(CC(=O)OC(C)(C)C)C(=O)OCOP(=O)(OC(C)(C)C)OC(C)(C)C)C tert-butyl N-((2-((chlorocarbonyl)(methyl)amino)pyridin-3-yl)methyl)-N-((((di-tert-butoxyphosphoryl)oxy)methoxy)carbonyl)glycinate